NC1=NC=C(C=C1O[C@H](C)C=1C=C(C=CC1)NC(C1=CC(=C(C(=C1)S(=O)(=O)C)C)C)=O)Cl (R)-N-(3-(1-((2-amino-5-chloropyridin-3-yl)oxy)ethyl)-phenyl)-3,4-dimethyl-5-(methylsulfonyl)benzamide